COC1=CC=C(CN(C2=NC(=CC=3C2=NN(N3)CC3=NC(=CC=C3)C)C=3C=C(C#N)C=CC3)CC3=CC=C(C=C3)OC)C=C1 3-(4-(bis(4-methoxybenzyl)amino)-2-((6-methylpyridin-2-yl)methyl)-2H-[1,2,3]triazolo[4,5-c]pyridin-6-yl)benzonitrile